6-(3-amino-5-fluoro-6-(4-((1S,5R)-3-methyl-3-azabicyclo[3.1.0]hexane-1-yl)phenyl)pyrazin-2-yl)-4-fluoroisoquinolin-1(2H)-one NC=1C(=NC(=C(N1)F)C1=CC=C(C=C1)[C@]12CN(C[C@@H]2C1)C)C=1C=C2C(=CNC(C2=CC1)=O)F